1-isopropyl-N-(2-methyl-1,2,3,4-tetra-hydroisoquinolin-8-yl)-1H-pyrazole-5-sulfonamide C(C)(C)N1N=CC=C1S(=O)(=O)NC=1C=CC=C2CCN(CC12)C